COC1=CC=C(C=C1)S(=O)(=O)NC1=CC=C(C2=CC=CC=C12)N([C@H](CC(=O)O)C)CC1=CC(=CC=C1)C (S)-3-((4-((4-methoxyphenyl)sulfonamido)naphthalen-1-yl)(3-methylbenzyl)amino)butanoic acid